trans-N-(3-(2-Cyclopropylthiazol-5-yl)phenyl)-4-(2-hydroxy-2-methylpropanamido)-N-((trans-4-(4-methoxy-3-methylphenyl)cyclohexyl)methyl)-cyclohexanecarboxamide C1(CC1)C=1SC(=CN1)C=1C=C(C=CC1)N(C(=O)[C@@H]1CC[C@H](CC1)NC(C(C)(C)O)=O)C[C@@H]1CC[C@H](CC1)C1=CC(=C(C=C1)OC)C